4-fluoro-N-(3-(2-((3-methoxy-1-methyl-1H-pyrazol-4-yl)amino)pyrimidin-4-yl)-1H-indol-7-yl)-[1,3'-bipyrrolidine]-2-carboxamide FC1CC(N(C1)C1CNCC1)C(=O)NC=1C=CC=C2C(=CNC12)C1=NC(=NC=C1)NC=1C(=NN(C1)C)OC